C1(CCC=CCCC=CCCC1)C(C)=O 1-(4,8-cyclododecadien-1-yl)-1-ethanone